CC(CCC=CC)S(=O)(=O)OC1=CC=CC(=C1C1=CC=C(C=C1)O)C1=CC=C(C=C1)O Hept-5-ene-2-sulfonic acid, 5,6-bis(4-hydroxyphenyl)-phenyl ester